C1(CC1)C=1C=CC=C2C=NN(C12)COCC[Si](C)(C)C 7-cyclopropyl-1-{[2-(trimethylsilyl)ethoxy]methyl}indazole